7-{5-[(3AR,6AS)-3A,6A-DIETHYL-TETRAHYDRO-2H-THIENO[3,4-D][1,3,2]DIOXABOROL-2-YL]-4-METHOXY-2-(1H-PYRAZOL-1-YL)PHENYL}CINNOLIN-4-AMINE C(C)[C@]12[C@](OB(O1)C=1C(=CC(=C(C1)C1=CC=C3C(=CN=NC3=C1)N)N1N=CC=C1)OC)(CSC2)CC